OCCN1C(N(C(C1)=O)CCO)=O 1,3-Bis(2-Hydroxyethyl)imidazoline-2,4-dione